tert-butyl 6-((6-(difluoromethoxy)-2-methylpyridin-3-yl)sulfonyl)-2,6-diazaspiro[3.3]heptane-2-carboxylate FC(OC1=CC=C(C(=N1)C)S(=O)(=O)N1CC2(CN(C2)C(=O)OC(C)(C)C)C1)F